(6-(pyridazin-3-yl)-2,6-diazaspiro[3.3]Heptane-2-yl)methanone N1=NC(=CC=C1)N1CC2(CN(C2)C=O)C1